tert-butyl ((trans)-3-hydroxycyclopentyl)carbamate O[C@@H]1C[C@H](CC1)NC(OC(C)(C)C)=O